(R)-4-chloro-N-(1-methylpiperidin-3-yl)-6,7,8,9-tetrahydro-5H-cyclohepta[d]pyridazin-1-amine ClC1=C2C(=C(N=N1)N[C@H]1CN(CCC1)C)CCCCC2